N1=CC=CC=2N=C3COCC4(N3C21)CCOC2=CC=CC=C24 6',8'-dihydrospiro[chromane-4,9'-pyrido[3',2':4,5]imidazo[2,1-c][1,4]oxazine]